(((((2R,3S,4R,5R)-5-(5-chloro-7-(((S)-1-phenylethyl)amino)-3H-[1,2,3]triazolo[4,5-d]pyrimidin-3-yl)-3,4-dihydroxytetrahydrofuran-2-yl)methoxy)(hydroxy)phosphoryl)methyl)phosphonic acid ClC=1N=C(C2=C(N1)N(N=N2)[C@H]2[C@@H]([C@@H]([C@H](O2)COP(=O)(O)CP(O)(O)=O)O)O)N[C@@H](C)C2=CC=CC=C2